ClC1=CC=C(C=C1)C1=NC(=NC(=C1)N1CCN(CC1)C1=CC=C(C=C1)[N+](=O)[O-])C=1C=NC=CC1 4-(4-chlorophenyl)-6-(4-(4-nitrophenyl)piperazin-1-yl)-2-(pyridin-3-yl)pyrimidine